C(CCCCCCCCCCC)(=O)OCCN(CCN(CC)CC)CCOC(OC(CCCCCCCCC(=O)OCC(CCCCCC)CCCC)CCCCCC)=O 2-butyloctyl 6-(2-(dodecanoyloxy)ethyl)-3-ethyl-12-hexyl-10-oxo-9,11-dioxa-3,6-diazahenicosan-21-oate